cetyl isonitrile C(CCCCCCCCCCCCCCC)[N+]#[C-]